O.O[C@H]1[C@H](O)[C@H](O)[C@@H](O)[C@@H](O1)C alpha-L-rhamnose monohydrate